7-(6,7-difluoronaphthalen-1-yl)-8-fluoro-2-(((2R,7aS)-2-fluorotetrahydro-1H-pyrrolizin-7a(5H)-yl)methoxy)-N-methyl-N-((R)-pyrrolidin-3-yl)pyrido[4,3-d]pyrimidin-4-amine FC=1C=C2C=CC=C(C2=CC1F)C1=C(C=2N=C(N=C(C2C=N1)N([C@H]1CNCC1)C)OC[C@]12CCCN2C[C@@H](C1)F)F